2'-((6H-Dibenzo[c,e][1,2]oxaphosphinin-6-yl)oxy)-3,3',5,5'-tetra-tert-butyl-[1,1'-biphenyl]-2-ol C1=CC=CC2=C1C1=C(P(O2)OC2=C(C=C(C=C2C(C)(C)C)C(C)(C)C)C=2C(=C(C=C(C2)C(C)(C)C)C(C)(C)C)O)C=CC=C1